2-(2-methoxy-4-propylphenyl)ethylamine COC1=C(C=CC(=C1)CCC)CCN